COC=1C=CC=C2C3(C(NC12)=O)CC3 7'-methoxy-2'-oxospiro[cyclopropane-1,3'-indoline]